5-(aminomethyl)-1-benzofuran NCC=1C=CC2=C(C=CO2)C1